COC1=CC=2N(C=C1)N=CC2C2=CC=CC(=N2)C2CN(CCC2)C(=O)OC(C)(C)C tert-butyl 3-[6-(5-methoxypyrazolo[1,5-a]pyridin-3-yl)-2-pyridyl]piperidine-1-carboxylate